CC1=CC=C(C=C1)S(=O)(=O)O.ClC=1C=C(CO[C@@H]2CC[C@H](CC2)C(=O)NCC2=C(C(=C(C=C2)C(F)(F)F)C=2NC(C(=C(N2)C)F)=O)F)C=CC1 trans-4-[(3-chlorobenzyl)oxy]-N-[2-fluoro-3-(5-fluoro-4-methyl-6-oxo-1,6-dihydropyrimidin-2-yl)-4-(trifluoromethyl)benzyl]cyclohexane-1-carboxamide p-Toluensulfonat